2,3-dibromoacrylate BrC(C(=O)[O-])=CBr